ClC=1C=C(C=CC1F)NC(N([C@@H](C)C1=CNC(C2=CC=CC=C12)=O)CCCC#N)=O (S)-3-(3-chloro-4-fluorophenyl)-1-(3-cyanopropyl)-1-(1-(1-oxo-1,2-dihydroisoquinolin-4-yl)ethyl)urea